salicylic acid anion C(C=1C(O)=CC=CC1)(=O)[O-]